1-(2-(thieno[3,2-b]pyridin-6-yl)-2-azaspiro[3.3]heptan-6-yl)-3-(3-(trifluoromethyl)phenyl)urea S1C=CC2=NC=C(C=C21)N2CC1(C2)CC(C1)NC(=O)NC1=CC(=CC=C1)C(F)(F)F